4-Methoxy-N-[4-[4-(4-methoxy-2-pyridyl)piperazin-1-yl]phenyl]benzamid COC1=CC=C(C(=O)NC2=CC=C(C=C2)N2CCN(CC2)C2=NC=CC(=C2)OC)C=C1